[Si](C)(C)(C(C)(C)C)OCC#CC(C(F)(F)F)=O 5-(tert-butyldimethylsilyloxy)-1,1,1-trifluoropent-3-yn-2-one